NC=1C2=C(N=C(N1)C)N(C=C2C2=C(C=C(C=C2)NC(C(O)C2=CC(=CC=C2)F)=O)Cl)C N-(4-(4-amino-2,7-dimethyl-7H-pyrrolo[2,3-d]pyrimidin-5-yl)-3-chlorophenyl)-2-(3-fluorophenyl)-2-hydroxyacetamide